C/C(/C=C)=C\CCC(=C)C (3E)-3,7-dimethyloct-1,3,7-triene